CC1=NC(=CC(=C1)C1=C(C2=NC=3CNCCC3C=C2N1)C(C)C)C 2-(2,6-Dimethylpyridin-4-yl)-3-isopropyl-5,6,7,8-tetrahydro-1H-pyrrolo[3,2-b][1,7]naphthyridine